tris(2-pentyl) phosphate P(=O)(OC(C)CCC)(OC(C)CCC)OC(C)CCC